CC1(CC(C1)C=1C=2N(N=C(C1)C=1C=NC=NC1)C=CN2)C 5-(8-(3,3-dimethylcyclobutyl)imidazo[1,2-b]pyridazin-6-yl)pyrimidine